[Cl-].C(C(=C)C)(=O)OCCCCC[NH2+]C 5-(methacryloyloxy)pentylmethylammonium chloride